C(C1=CC=CC=C1)OC1=C(C(=C(C=C1)NC1=NC=NC2=CC(=C(C=C12)C1CN(C1)C(C=C)=O)OC)F)Cl 1-(3-(4-((4-(benzyloxy)-3-chloro-2-fluorophenyl)amino)-7-methoxyquinazolin-6-yl)azetidin-1-yl)prop-2-en-1-one